FC(C(=O)O)(C1=CC(=CC=C1)OCCS(=O)(=O)C)F 2,2-difluoro-2-(3-(2-(methylsulfonyl)ethoxy)phenyl)acetic acid